C(C)(C)(C)OC(=O)N[C@H]([C@@H](C)OCC1=CC=C2C=CC(=CC2=C1)/C=C/C(=O)OCC)CCC(N)=O ethyl (2E)-3-[7-([[(2R,3S)-3-[(tert-butoxycarbonyl)amino]-5-carbamoylpentan-2-yl]oxy]methyl)naphthalen-2-yl]prop-2-enoate